3-benzyl-1-(trans-4-((4-(((5-tert-butyl-1,3-oxazol-2-yl)methyl)amino)-5-cyanopyrimidin-2-yl)amino)cyclohexyl)-1-(5-(1-methyl-1H-pyrazol-4-yl)pyridin-2-yl)urea C(C1=CC=CC=C1)NC(N(C1=NC=C(C=C1)C=1C=NN(C1)C)[C@@H]1CC[C@H](CC1)NC1=NC=C(C(=N1)NCC=1OC(=CN1)C(C)(C)C)C#N)=O